N-(4-((2-(2-oxa-7-azaspiro[4.4]nonan-7-yl)pyrimidin-4-yl)oxy)-3-methylphenyl)-3-methoxycyclobutane-1-carboxamide C1OCCC12CN(CC2)C2=NC=CC(=N2)OC2=C(C=C(C=C2)NC(=O)C2CC(C2)OC)C